OC[C@@H]1CN(CC[C@H]1C1=CC=C(C=C1)OC)C(=O)O trans-3-(hydroxymethyl)-4-(4-methoxyphenyl)piperidine-1-carboxylic acid